C(=O)(O)CCCCCCCC carboxy-octane